ClC=1C=CC=2CN(CCOC2N1)C(=O)OC(C)(C)C tert-Butyl 8-chloro-2,3-dihydropyrido[3,2-f][1,4]oxazepine-4(5H)-carboxylate